CN1C(C=CC(=C1)C=1C=C2C(=NC(=NC2=C2C1CCC2)C)N[C@H](C)C2=CC(=CC=C2)C(F)(F)F)=O |r| (R/S)-1-methyl-5-(2-methyl-4-((1-(3-(trifluoromethyl)phenyl)ethyl)amino)-8,9-dihydro-7H-cyclopenta[h]quinazolin-6-yl)pyridin-2(1H)-one